2-methyl-4-(3-nitrophenyl)thiophene CC=1SC=C(C1)C1=CC(=CC=C1)[N+](=O)[O-]